3-[4-(diethylamino)phenyl]-3-(1-ethyl-2-methyl-1H-indol-3-yl)-1(3H)-isobenzofuranone C(C)N(C1=CC=C(C=C1)C1(OC(C2=CC=CC=C12)=O)C1=C(N(C2=CC=CC=C12)CC)C)CC